O1CCN(CC1)C=1C2=C(N=C(N1)NC1=NNC(=C1)C1=CC=NC=C1)C=C(O2)C2=NC=CC=C2 4-morpholino-6-(2-pyridyl)-N-[5-(4-pyridyl)-1H-pyrazol-3-yl]furo[3,2-d]pyrimidin-2-amine